C(C1=CC=CC=C1)N1C2=C(N(C3=C(C1=O)C=CC(=C3)Cl)CCCCN(C/C=C/C(=O)N(C)OC)C)C=CC=C2 (E)-4-{[4-(10-benzyl-3-chloro-11-oxo-10,11-dihydro-5H-dibenzo[b,e][1,4]diazepin-5-yl)butyl](methyl)amino}-N-methoxy-N-methyl-but-2-enamide